FC1=CC=C(C(=O)NC=2C=C3C(=CNC3=CC2)C2CCN(CC2)CCCCCC)C=C1 5-(4-fluorobenzoyl)amino-3-(1-hexylpiperidin-4-yl)-1H-indole